1-(2-methyl-2,3-dihydrobenzofuran-6-yl)ethan-1-ol CC1OC2=C(C1)C=CC(=C2)C(C)O